4-hydroxybiphenyl-boric acid B(O)(O)O.OC1=CC=C(C=C1)C1=CC=CC=C1